CN1C(=NC=C1[N+](=O)[O-])\C=C/1\C(N=C(S1)S1CCNCC1)=O (5Z)-5-[(1-methyl-5-nitro-1H-imidazol-2-yl)methylene]-2-(thiomorpholin-1-yl)-4(5H)thiazolone